5-Chloro-2,4-dimethylpyridin-3-amine ClC=1C(=C(C(=NC1)C)N)C